N1=C(C=C(C=C1)C=1C=CC(=C(C1)C1=NC=CC=C1)OCC1=CC=CC=C1)C1=NC=CC=C1 5-(2,2'-bipyridin-4-yl)-2-benzyloxyphenyl-pyridine